NC1=NC(N(C=C1F)[C@@H]1O[C@]([C@H]([C@@H]1O)O)(C=C)CO)=O 4-amino-1-((2R,3S,4S,5R)-3,4-dihydroxy-5-(hydroxymethyl)-5-vinyltetrahydrofuran-2-yl)-5-fluoropyrimidin-2(1H)-one